NC=1C(=CC(=C(C1)C1=CC2=C(N(CN=C2)C)N2C1=NCC2)C)F 6-(5-amino-4-fluoro-2-methylphenyl)-N-methyl-8,9-dihydroimidazo[1',2':1,6]pyrido[2,3-d]pyrimidin